C([C@@H](CC)N)N (R)-1,2-butanediamine